C(C)(C)(C)OC(=O)N1[C@@H]([C@H]2C([C@H]2C1)(C)C)C(=O)OC methyl (1R,2S,5S)-N-t-butoxycarbonyl-6,6-dimethyl-3-azabicyclo[3.1.0]hexane-2-carboxylate